Cl.NC\C=C(\CN1C=NC2=C1C=C(C=C2C2=C(C=CC(=C2)S(=O)(=O)C(F)(F)F)C)C(=O)OC)/F Methyl (Z)-1-(4-amino-2-fluorobut-2-en-1-yl)-4-(2-methyl-5-((trifluoromethyl)sulfonyl) Phenyl)-1H-benzo[d]imidazole-6-carboxylate hydrochloride